CC=1C(=NC=CN1)C(CC=C)NC(N)=O 3-(1-(3-methylpyrazin-2-yl)but-3-en-1-yl)urea